OCN(CO)C(C)(C)C N,N-bishydroxymethyl-tert-butylamine